C(#C)C1=CN=C2N1C=CN=C2NC=2C=NN(C2)C 3-ethynyl-N-(1-methyl-1H-pyrazol-4-yl)imidazo[1,2-a]pyrazin-8-amine